C(C)(C)[Si](C(C)C)(C(C)C)C#CC=1C=CC=2C=3N(CCCC2N1)C1=C(C3)C(=NC=N1)N 3-((triisopropylsilyl)ethynyl)-6,7-dihydro-5H-pyrido[3,2-C]pyrimido[5',4':4,5]pyrrolo[1,2-a]azepin-12-amine